(S)-pivalic acid 4-hydroxy-6-methyloct-6,7-dien-1-yl ester O[C@@H](CCCOC(C(C)(C)C)=O)CC(=C=C)C